5-Norbornene-2-Yl Acetate C(C)(=O)OC1C2C=CC(C1)C2